1-undecyl-3-propylpiperidinium fluoride salt [F-].C(CCCCCCCCCC)[NH+]1CC(CCC1)CCC